OC=1C=C(CNC2=C3N=CN=C3N(C=N2)C2[C@H](O)[C@@H](O)[C@H](O)[C@H](O2)CO)C=C(C1)OC 6-(3-hydroxy-5-methoxybenzylamino)-3-glucopyranosylpurine